(3r,5r)-3-(3-(6-bromopyridin-2-yl)isoxazol-5-yl)-3-hydroxy-1,5-dimethylpyrrolidin-2-one BrC1=CC=CC(=N1)C1=NOC(=C1)[C@]1(C(N([C@@H](C1)C)C)=O)O